5-fluoro-6-(trifluoromethyl)nicotinamide FC=1C(=NC=C(C(=O)N)C1)C(F)(F)F